5-((5-(4'-((4-(2,2-difluoroethyl)piperazin-1-yl)methyl)-[1,1'-biphenyl]-4-yl)-4,6-difluoro-1H-benzo[d]imidazol-2-yl)oxy)-2-methylbenzoic acid FC(CN1CCN(CC1)CC1=CC=C(C=C1)C1=CC=C(C=C1)C1=C(C2=C(NC(=N2)OC=2C=CC(=C(C(=O)O)C2)C)C=C1F)F)F